pyrrolidin-3-yl-(4-(5-(trifluoromethyl)pyrimidin-2-yl)piperazin-1-yl)methanone hydrochloride Cl.N1CC(CC1)C(=O)N1CCN(CC1)C1=NC=C(C=N1)C(F)(F)F